P(=O)([O-])([O-])[O-].C(C)[Mg+].C(C)[Mg+].C(C)[Mg+] ethylmagnesium phosphate